3-(7-amino-6-bromo-1-oxoisoindolin-2-yl)piperidine-2,6-dione NC=1C(=CC=C2CN(C(C12)=O)C1C(NC(CC1)=O)=O)Br